CS(=O)(=O)N1CCN(CC1)S(=O)(=O)C 1,4-Bis(methylsulfonyl)piperazine